N-(4-(4-bromo-1-(tetrahydro-2H-pyran-2-yl)-1H-pyrazol-5-yl)-7-methoxyquinazolin-6-yl)cyclopropanecarboxamide BrC=1C=NN(C1C1=NC=NC2=CC(=C(C=C12)NC(=O)C1CC1)OC)C1OCCCC1